NC1=C2C(=NC=N1)N(N=C2C=2C=NC(=CC2)OC2=CC=CC=C2)C2CCN(CC2)C(=O)[O-] 4-(4-amino-3-(6-phenoxypyridin-3-yl)-1H-pyrazolo[3,4-d]pyrimidin-1-yl)piperidine-1-carboxylate